4-(Benzyloxy)-3-(5,5-dimethyl-1,3-dioxan-2-yl)-5-fluoro-N-(5-(3-(pyrrolidin-1-yl)phenyl)thiazol-2-yl)benzamide C(C1=CC=CC=C1)OC1=C(C=C(C(=O)NC=2SC(=CN2)C2=CC(=CC=C2)N2CCCC2)C=C1F)C1OCC(CO1)(C)C